1-(6-(4-((2',4'-difluoro-4-methoxy-[1,1'-biphenyl]-3-yl)amino)-7-methoxyquinazolin-6-yl)-2,6-diazaspiro[3.3]heptan-2-yl)prop-2-en-1-one FC1=C(C=CC(=C1)F)C1=CC(=C(C=C1)OC)NC1=NC=NC2=CC(=C(C=C12)N1CC2(CN(C2)C(C=C)=O)C1)OC